C(C)OCOC1=C(C=C(C(=C1)C(F)(F)F)C)I 1-(Ethoxymethoxy)-2-iodo-4-methyl-5-(trifluoromethyl)benzene